[N+](=O)([O-])C=1C=C2C(=CN1)NC=C2C(C2=CC=C(C=C2)O)C2=CNC1=CN=C(C=C12)[N+](=O)[O-] 4-(bis(5-nitro-1H-pyrrolo[2,3-c]pyridin-3-yl)methyl)phenol